5-(1-acetyl-5-(4-chlorophenyl)pyrazolidin-3-ylidene)-1,3-dimethylbarbituric acid C(C)(=O)N1NC(CC1C1=CC=C(C=C1)Cl)=C1C(N(C(N(C1=O)C)=O)C)=O